C(CCCCCCC)N1C2=CC=CC=C2C=2C=CC=CC12 9-octyl-carbazole